3,6-dichloropyridinium ClC=1C=[NH+]C(=CC1)Cl